N-(trans-4-hydroxytetrahydrofuran-3-yl)-2-methyl-5-(pyridin-2-ylmethoxy)benzofuran-3-carboxamide O[C@H]1[C@@H](COC1)NC(=O)C1=C(OC2=C1C=C(C=C2)OCC2=NC=CC=C2)C